4-((2-chloro-6-fluorobenzyl)amino)-2-((1-ethyl-1H-pyrazol-4-yl)amino)pyrimidin-5-carboxamide ClC1=C(CNC2=NC(=NC=C2C(=O)N)NC=2C=NN(C2)CC)C(=CC=C1)F